cis-Sodium hyponitrite N([O-])=NO.[Na+]